C(C=C)(=O)N[C@@H]1[C@@H](CCCC1)NC(=O)C=1SC=2N=CC=C3N(C(NC1C23)=O)C2=C(C=C(C=C2)OC2=NC=CC=C2)C N-((1R,2S)-2-Acrylamidocyclohexyl)-5-(2-methyl-4-(pyridin-2-yloxy)phenyl)-4-oxo-4,5-dihydro-3H-1-thia-3,5,8-triazaacenaphthylene-2-carboxamide